CN(C)CC1=NC(=CC=C1N)C1COCC1 ((dimethylamino)methyl)-6-(tetrahydrofuran-3-yl)pyridin-3-amine